CN(C)CC=1N=NN(C1)[C@H]1C[C@H](N(C1)CCCCCC(OCCCCCCCCCCC)=O)C(=O)OCCCCCCCC(=O)OC(CCCCCCCC)CCCCCCCC [8-(1-octylnonoxy)-8-oxo-octyl] (2S,4S)-4-[4-[(dimethylamino)methyl]triazol-1-yl]-1-(6-oxo-6-undecoxy-hexyl)pyrrolidine-2-carboxylate